FC1=C(OC=2N=CC(=NC2)NC([C@H](C)N2CC(N(CC2)C(=O)C=2N(C(NC2)=O)C)(C)C)=O)C=CC(=C1)F (S)-N-(5-(2,4-difluorophenoxy)pyrazin-2-yl)-2-(3,3-dimethyl-4-(3-methyl-2-oxo-2,3-dihydro-1H-imidazole-4-carbonyl)piperazin-1-yl)propanamide